3-[(2,5-Dichlorophenyl)sulfanyl]pyridazine-4-carboxylic acid ClC1=C(C=C(C=C1)Cl)SC=1N=NC=CC1C(=O)O